ClC=1C=C(SC1C1=C(C=CC=C1)CN(C)C)C(C)NC1=NC(=NC2=CC(=C(C=C12)OC)OC)C N-[1-(4-chloro-5-{2-[(dimethylamino)methyl]phenyl}thiophen-2-yl)ethyl]-6,7-dimethoxy-2-methylquinazolin-4-amine